CN1C2CC(CC1CC2)NC=2C=C1C(=CN2)OC(=C1OS(=O)(=O)C(F)(F)F)C(=O)OCC ethyl 5-({8-methyl-8-azabicyclo[3.2.1]octan-3-yl}amino)-3-(trifluoromethanesulfonyloxy)furo[2,3-c]pyridine-2-carboxylate